BrC1=CC(=C(C=C1)S(=O)(=O)N1C(CN(C2=CC=CC(=C12)C)C)C)C 1-(4-Bromo-2-methyl-phenyl)sulfonyl-2,4,8-trimethyl-2,3-dihydroquinoxaline